O=C1NC(CCC1N1C(C2=CC=C(C=C2C1)N1C2CN(C(C1)C2)CC2CCN(CC2)C(=O)OC(C)(C)C)=O)=O tert-butyl 4-((5-(2-(2,6-dioxopiperidin-3-yl)-1-oxoisoindolin-5-yl)-2,5-diazabicyclo[2.2.1]heptan-2-yl)methyl)piperidine-1-carboxylate